(2R)-1-[(4aR,8aS)-3,4,4a,5,6,7,8,8a-octahydro-2H-quinolin-1-yl]-2-amino-3-(1H-imidazol-5-yl)propan-1-one N1(CCC[C@H]2CCCC[C@H]12)C([C@@H](CC1=CN=CN1)N)=O